(R)-7-((5-(2-(methoxymeth-yl)morpholino)pyridin-2-yl)amino)-4-(7-methyl-7H-pyrrolo[2,3-d]pyrimidin-4-yl)isoindolin-1-one COC[C@@H]1OCCN(C1)C=1C=CC(=NC1)NC=1C=CC(=C2CNC(C12)=O)C=1C2=C(N=CN1)N(C=C2)C